C1(=CC=C(C=C1)OCC1OC1)C1=CC=CC=C1 2-((1,1'-biphenyl-4-yloxy)methyl)-oxirane